CC=1C(=CC=CC1)S(=O)(=O)Cl ortho-toluenesulfonyl chloride